OC(CN(CCCC(=O)OCCN1CCN(CC1)CCSSCCCN(CC(CCCCCCCCCCCC)O)CC(CCCCCCCCCCCC)O)CC(CCCCCCCCCC)O)CCCCCCCCCC 2-(4-(2-((3-(Bis(2-hydroxytetradecyl)amino)propyl) disulfaneyl)ethyl)piperazin-1-yl)ethyl 4-(bis(2-hydroxydodecyl)amino)butanoate